BrC=1C=C(C=CC1)C1(CC2(CC2)C1)C1=NN=CN1C 3-[5-(3-bromophenyl)spiro[2.3]hex-5-yl]-4-methyl-1,2,4-triazole